ClC1=CC=C2[C@@]3(CCSC2=C1F)N(C(OC3)=O)C3=NC=C(C#N)C=C3OC(F)F |r| rac-6-(7'-chloro-8'-fluoro-2-oxospiro[oxazolidine-4,4'-thiochroman]-3-yl)-5-(difluoromethoxy)nicotinonitrile